((R)-4-(2-amino-[1,2,4]triazolo[1,5-a]pyrazin-5-yl)morpholin-2-yl)((S)-6,8-dichloro-1-methyl-3,4-dihydroisoquinolin-2(1H)-yl)methanone NC1=NN2C(C=NC=C2N2C[C@@H](OCC2)C(=O)N2[C@H](C3=C(C=C(C=C3CC2)Cl)Cl)C)=N1